FC=1C=C(C=CC1)C#CCN 3-(3-fluorophenyl)prop-2-yn-1-amine